3-(3-((2-((2-(1-hydroxyethyl)-4-((1S,4S)-5-methyl-2,5-diazabicyclo[2.2.1]heptan-2-yl)phenyl)amino)-5-(trifluoromethyl)pyrimidin-4-yl)amino)propyl)-1,3-oxazinan-2-one OC(C)C1=C(C=CC(=C1)N1[C@@H]2CN([C@H](C1)C2)C)NC2=NC=C(C(=N2)NCCCN2C(OCCC2)=O)C(F)(F)F